(2S)-1-[(2S)-2-[[(2S)-1-ethoxy-1-oxo-4-phenylbutan-2-yl]amino]propanoyl]pyrrolidine C(C)OC([C@H](CCC1=CC=CC=C1)N[C@H](C(=O)N1CCCC1)C)=O